heptyl 5-(tert-butyl)-2-((isobutyl(methoxycarbonyl)amino)(phenyl)methyl)-3-methylbenzoate C(C)(C)(C)C=1C=C(C(=C(C(=O)OCCCCCCC)C1)C(C1=CC=CC=C1)N(C(=O)OC)CC(C)C)C